(2S)-2-amino-3-(4-chlorophenyl)propanoic acid N[C@H](C(=O)O)CC1=CC=C(C=C1)Cl